tert-butyl (S)-8-(N-hydroxycarbamimidoyl)-3-phenyl-2,3-dihydrobenzo[f][1,4]oxazepine-4(5H)-carboxylate ONC(=N)C1=CC2=C(CN([C@H](CO2)C2=CC=CC=C2)C(=O)OC(C)(C)C)C=C1